7-Chloro-1-methyl-4-(1-(2-oxo-2-phenylethyl)piperidin-4-yl)-1,4-dihydropyrido[2,3-b]Pyrazine-2,3-dione ClC1=CC2=C(N(C(C(N2C)=O)=O)C2CCN(CC2)CC(C2=CC=CC=C2)=O)N=C1